ClC=1C(=C(C=NC1)NC1=C(C=C(C=C1)I)F)P(=O)(C)C 5-Chloro-4-(dimethyl-phosphoryl)-N-(2-fluoro-4-iodophenyl)-pyridin-3-amine